C(C1=CC=CC=C1)N(CCCCCCCC(=O)O)CCCCCCCC(=O)O 8-[benzyl-(7-carboxyheptyl)amino]octanoic acid